(1-Methyl-2-oxopiperidin-4-yl)methyl methanesulfonate CS(=O)(=O)OCC1CC(N(CC1)C)=O